3,5-diisopropyl-1-[3-(triethoxysilyl)propyl]-1,2,4-triazole C(C)(C)C1=NN(C(=N1)C(C)C)CCC[Si](OCC)(OCC)OCC